CN(C)C1=NSC(=N1)N 3-(N,N-dimethylamino)-5-amino-1,2,4-thiadiazole